3-[5-[2-[2-(2-Aminoethoxy)ethoxy]ethoxy]-3-methyl-2-oxo-benzimidazol-1-yl]piperidine-2,6-dione NCCOCCOCCOC1=CC2=C(N(C(N2C)=O)C2C(NC(CC2)=O)=O)C=C1